C1(CC1)C(C(C)(C)O)N1C(C2=C(C=C(C=C2C1)F)C1=C(C=CC=C1)OCC(F)(F)F)=O 2-(1-cyclopropyl-2-hydroxy-2-methylpropyl)-5-fluoro-7-(2-(2,2,2-trifluoroethoxy)phenyl)isoindolin-1-one